ClC=1C=C(CN2C3=NC(=NC(=C3N=C2)NC)C(=C)C)C=CC1 9-(3-chlorobenzyl)-N-methyl-2-(prop-1-en-2-yl)-9H-purin-6-amine